O=C1NC2=CC(=CC=C2C12CCN(CC2)C(=O)OC(C)(C)C)B2OC(C(O2)(C)C)(C)C tert-butyl 2-oxo-6-(4,4,5,5-tetramethyl-1,3,2-dioxaborolan-2-yl)spiro[indoline-3,4'-piperidine]-1'-carboxylate